ClC=1C=C(C=2N(N1)C(=CN2)C=2C=NN(C2)C)NCC2=NC1=C(N2)C=CC(=C1F)F 6-chloro-N-((4,5-difluoro-1H-benzo[d]imidazol-2-yl)methyl)-3-(1-methyl-1H-pyrazol-4-yl)imidazo[1,2-b]pyridazin-8-amine